5,6-dihydro-5-methyluridine-5'-triphosphate P(O)(=O)(OP(=O)(O)OP(=O)(O)O)OC[C@@H]1[C@H]([C@H]([C@@H](O1)N1C(=O)NC(=O)C(C1)C)O)O